FC=1C(=NC(=C(C1)F)N)N 3,5-difluoropyridine-2,6-diamine